OCCSCC(CSCCO)O 1,3-bis(2-hydroxyethylthio)-2-propanol